C(C)(C)(C)OC(NC(CCC#C)C)=O (1-methylpent-4-ynyl)carbamic acid tert-butyl ester